O=C1N(C=CC=C1NC1=NC=2N(C=C1)N=CC2C(=O)N)C2=NC=CC=C2 5-((2-oxo-2H-[1,2'-bipyridyl]-3-yl)amino)-pyrazolo[1,5-a]pyrimidine-3-carboxamide